BrC=1C(=CC(N(N1)C)=O)C(F)(F)F 6-bromo-2-methyl-5-(trifluoromethyl)pyridazin-3(2H)-one